1-[(2,3-Dihydro-1,4-benzodioxin-2-yl)methyl]-3-hydroxythieno[3,2-d]pyrimidine-2,4(1H,3H)-dione O1C(COC2=C1C=CC=C2)CN2C(N(C(C1=C2C=CS1)=O)O)=O